ClC1=CC=CC(=N1)N1C(N([C@@H](C1)C#N)C1=CN=CC2=CC=CC=C12)=O (S)-1-(6-chloropyridin-2-yl)-3-(isoquinolin-4-yl)-2-oxoimidazoline-4-carbonitrile